6-(2-amino-5-(2-chloro-4-(4-methylpiperazin-1-yl)phenyl)-6-fluoropyridin-3-yl)-7-fluoro-3,4-dihydroisoquinolin-1(2H)-one NC1=NC(=C(C=C1C=1C=C2CCNC(C2=CC1F)=O)C1=C(C=C(C=C1)N1CCN(CC1)C)Cl)F